6-chloro-1-(2-ethyl-4-fluorophenyl)-3-(2-methyl-6-oxo-1,6-dihydropyridin-3-yl)-4-oxo-1,2,3,4-tetrahydropyrido[2,3-d]pyrimidine-7-carbonitrile ClC1=CC2=C(N(CN(C2=O)C2=C(NC(C=C2)=O)C)C2=C(C=C(C=C2)F)CC)N=C1C#N